FC(C1=C(C=C(C(=N1)C1=CC=C(C=C1)C(F)(F)F)C#N)C(=O)N1CCC(CC1)C1=NOC(=N1)C)F 6-(difluoromethyl)-5-[4-(5-methyl-1,2,4-oxadiazol-3-yl)piperidine-1-carbonyl]-2-[4-(trifluoromethyl)phenyl]pyridine-3-carbonitrile